BrC1=CC=CC=2C(C3=C(C=CC=C3C(C12)=O)Br)=O 1,5-dibromo-9,10-anthraquinone